1,3-diisopropylimidazolinium-2-carboxylate C(C)(C)[NH+]1C(N(CC1)C(C)C)C(=O)[O-]